C(C)OC1=C(C=C2CCN(C(C2=C1)CCC1=CNC2=CC=C(C=C12)OC)C(=O)N1CCC(CC1)O)OC (7-ethoxy-6-methoxy-1-(2-(5-methoxy-1H-indol-3-yl)ethyl)-3,4-dihydroisoquinolin-2(1H)-yl)(4-hydroxypiperidin-1-yl)methanone